C(/C1=CC=CC=C1)=C\1/C(N([C@H]1C1=CC(=C(C=C1)OC)O)C1=CC(=C(C(=C1)OC)OC)OC)=O (S,Z)-3-benzylidene-4-(3-hydroxy-4-methoxyphenyl)-1-(3,4,5-trimethoxyphenyl)azetidin-2-one